(R)-3-Methoxy-4-[1-methyl-5-[N-(2-methyl-4,4,4-trifluorobutyl)carbamoyl]indol-3-ylmethyl]-N-(2-methylphenylsulfonyl)benzamide COC=1C=C(C(=O)NS(=O)(=O)C2=C(C=CC=C2)C)C=CC1CC1=CN(C2=CC=C(C=C12)C(NC[C@@H](CC(F)(F)F)C)=O)C